N1=CC=CC2=CC=CC(=C12)C1=CC=CN=N1 6-(quinolin-8-yl)pyridazin